1-Methyl-4-oxo-N-(5-(trans-3-(4-(trifluoromethyl)phenyl)cyclobutoxy)-1H-indol-3-yl)cyclohexane-1-carboxamide CC1(CCC(CC1)=O)C(=O)NC1=CNC2=CC=C(C=C12)O[C@@H]1C[C@H](C1)C1=CC=C(C=C1)C(F)(F)F